C(C1=CC=CC=C1)N1CCC(CC1)CCN(C(=O)C1CCN(CC1)C1=NC=C(C=C1Cl)C(F)(F)F)C1CC1 N-[2-(1-benzylpiperidin-4-yl)ethyl]-1-[3-chloro-5-(trifluoromethyl)pyridin-2-yl]-N-cyclopropylpiperidine-4-carboxamide